6-methyl-6,7-dihydro-5H-pyrrolo[3,4-d]pyrimidin-5-one CN1CC=2N=CN=CC2C1=O